FC=1C=C2C=C(NC2=CC1F)C(=O)N([C@H]1CO[C@@H](C=2NC(C=3C=C(C(=CC3C21)F)F)=O)F)C 5,6-difluoro-N-methyl-N-((1R,4R)-4,8,9-trifluoro-6-oxo-1,4,5,6-tetrahydro-2H-pyrano[3,4-c]isoquinolin-1-yl)-1H-indole-2-carboxamide